tert-butyl 1-benzyl-3-(methylcarbamoyl)piperidin-3-ylcarbamate C(C1=CC=CC=C1)N1CC(CCC1)(C(NC)=O)NC(OC(C)(C)C)=O